4-ethyl-5-methoxy-2-(4-methoxyphenylethyl)oxazole C(C)C=1N=C(OC1OC)CCC1=CC=C(C=C1)OC